C(C)NCC#CC1=CC(=C(C=C1)C1CCCCC1)Cl ethyl-[3-(3-chloro-4-cyclohexylphenyl)prop-2-ynyl]amine